C(CCCCC)[Al](CCCCCC)CCCCCC tri-n-hexylaluminium